ClC1=NC=2C=C(C=CC2C2=C1COC2)CCl 4-chloro-7-(chloromethyl)-1H,3H-furo[3,4-c]quinoline